The molecule is a hydrochloride obtained by combining equimolar amounts of (S)-tetrindole and hydrochloric acid. It contains a (S)-tetrindole(1+). It is an enantiomer of a (R)-tetrindole hydrochloride. C1CCC(CC1)C2=CC3=C(C=C2)N4CCN[C@@H]5C4=C3CCC5.Cl